3-(methacryloyloxyethyl)-2-pentafluoroethyl-oxetane C(C(=C)C)(=O)OCCC1C(OC1)C(C(F)(F)F)(F)F